OC(=O)C(F)(F)F.CN(CCOC1=C(C(=O)OC)C=CN=C1)C methyl 3-(2-(dimethylamino)ethoxy)isonicotinate TFA salt